ClC1=NC(=C(C(=O)C(C(=O)OC)CC(C)=O)C=C1)OC(F)(F)F methyl 2-(6-chloro-2-(trifluoromethoxy) nicotinoyl)-4-oxopentanoate